The molecule is the organophosphate oxoanion formed by proton loss from each of the phospho groups of dihydrogen 4-O-(2-acetamido-2-deoxy-alpha-D-glucosylphospho)-2-acetamido-2-deoxy-alpha-D-glucosyl 3-aminopropyl phosphate It is a conjugate base of a dihydrogen 4-O-(2-acetamido-2-deoxy-alpha-D-glucosylphospho)-2-acetamido-2-deoxy-alpha-D-glucosyl 3-aminopropyl phosphate. CC(=O)N[C@@H]1[C@H]([C@@H]([C@H](O[C@@H]1OP(=O)([O-])O[C@@H]2[C@H](O[C@@H]([C@@H]([C@H]2O)NC(=O)C)OP(=O)([O-])OCCCN)CO)CO)O)O